3-[2-[[(1S)-1-(2,2-difluoro-1,3-benzodioxol-5-yl)ethyl]amino]-4-pyridyl]-1-(oxetan-3-yl)-6,7-dihydro-5H-indazol-4-one FC1(OC2=C(O1)C=CC(=C2)[C@H](C)NC2=NC=CC(=C2)C2=NN(C=1CCCC(C21)=O)C2COC2)F